N-(2-hydroxyethyl) phosphoramidate P(NCCO)([O-])(=O)O